N1CCC(CC1)N(C(=O)C=1N=C(SC1)C=1C=NN(C1)C=1C=NC=CC1)C(C)C N-(piperidin-4-yl)-N-(propan-2-yl)-2-[1-(pyridin-3-yl)-1H-pyrazol-4-yl]-1,3-thiazole-4-carboxamide